CC1C(C2=CC(=CC=C2C1)C)=O 2,6-dimethylindan-1-one